3-(4-methylphenoxy)-1-(thiophen-2-yl)-N-methylpropylamine CC1=CC=C(OCCC(C=2SC=CC2)NC)C=C1